FC=1C=C(CN2C(NC(CC2)=O)=O)C=CC1N1CCNCC1 1-(3-fluoro-4-(piperazin-1-yl)benzyl)dihydropyrimidine-2,4(1H,3H)-dione